NC=1C(NC(N(N1)C1=CC(=C(C(=C1)Cl)OC=1C=C2C(=CC(=NC2=CC1)C1=CC=CC=C1)C)Br)=O)=O 6-amino-2-(3-bromo-5-chloro-4-(4-methyl-2-phenylquinolin-6-yl)oxyphenyl)-1,2,4-triazine-3,5(2H,4H)-dione